NC1CCN(CC1)S(=O)(=O)C=1C=C(C=CC1)CC(CN1CCC(CC1)C1=CC=C2C(=NN(C2=C1)C)N1CNCC=C1)C 1-(6-(1-(3-(3-((4-aminopiperidin-1-yl)sulfonyl)phenyl)-2-methyl-propyl)piperidin-4-yl)-1-methyl-1H-indazol-3-yl)dihydropyrimidine